(R)-2-amino-4-(1-(1,3-bis(3-hydroxy-2-(hydroxymethyl)propoxy)propan-2-yl)-1H-1,2,3-triazol-4-yl)butanamide N[C@@H](C(=O)N)CCC=1N=NN(C1)C(COCC(CO)CO)COCC(CO)CO